N-(5-((2-(2,2-dimethylpyrrolidin-1-yl)ethyl)carbamoyl)-2-methylpyridin-3-yl)-2-(1-methyl-1H-pyrazol-4-yl)-1H-pyrrolo[2,3-b]pyridine-5-carboxamide CC1(N(CCC1)CCNC(=O)C=1C=C(C(=NC1)C)NC(=O)C=1C=C2C(=NC1)NC(=C2)C=2C=NN(C2)C)C